6',8'-difluoro-N-((6-fluoropyridin-3-yl)methyl)-4'-oxo-3',4'-dihydro-1'h-spiro[piperidine-4,2'-quinoline]-1-carboxamide FC=1C=C2C(CC3(NC2=C(C1)F)CCN(CC3)C(=O)NCC=3C=NC(=CC3)F)=O